ClC1=CC=NC2=C(C=CC=C12)COC1=CC=CC(=N1)C1CCN(CC1)CC1=NC2=C(N1CC1OCC1)C=C(C=C2)C(=O)O ((4-(6-((4-chloroquinolin-8-yl)methoxy)pyridine-2-yl)piperidin-1-yl)methyl)-1-(oxetan-2-ylmethyl)-1H-benzo[d]imidazole-6-carboxylic acid